NCCC1=CC=C(CC=2C=CC=3C4=C(C(=NC3C2)N)N=C(N4CC(C)(OCCN4CCCC4)C)COCC)C=C1 7-(4-(2-aminoethyl)benzyl)-2-(ethoxymethyl)-1-(2-methyl-2-(2-(pyrrolidin-1-yl)ethoxy)propyl)-1H-imidazo[4,5-c]quinolin-4-amine